6-[5-[(1S)-1-Aminoethyl]-3-tert-butyl-1,2,4-triazol-1-yl]pyridin-3-carbonitril N[C@@H](C)C1=NC(=NN1C1=CC=C(C=N1)C#N)C(C)(C)C